5-Amino-6-nitroisoindoline-1,3-dione NC=1C=C2C(NC(C2=CC1[N+](=O)[O-])=O)=O